ClC1=NC=C(C(=N1)NC1=C(C=CC(=C1)[N+](=O)[O-])F)N1CCCCC1 2-chloro-N-(2-fluoro-5-nitrophenyl)-5-(piperidin-1-yl)pyrimidin-4-amine